3-amino-6-(4-fluoro-phenyl)-5-trifluoromethyl-pyridine-2-carboxylic acid (2-hydroxy-2-methyl-propyl)-amide OC(CNC(=O)C1=NC(=C(C=C1N)C(F)(F)F)C1=CC=C(C=C1)F)(C)C